N1=CC=CC=2CCCC(C12)=O 6,7-Dihydro-5H-quinolin-8-one